CC1=CN=CC=2N1C=C(N2)C=O 5-methylimidazo[1,2-a]pyrazine-2-carbaldehyde